(1r,5s,6s)-N-[6-(2-chloro-5-fluoro-phenyl)pyridazin-3-yl]-3-(tetrahydropyran-4-ylmethyl)-3-azabicyclo[3.1.0]hexane-6-amine ClC1=C(C=C(C=C1)F)C1=CC=C(N=N1)NC1[C@@H]2CN(C[C@H]12)CC1CCOCC1